Phenyl dimethylcarbamate CN(C(OC1=CC=CC=C1)=O)C